Cl.FC1(C[C@@H](CC1)N)F (R)-3,3-difluorocyclopentan-1-amine hydrochloride